C(C)(C)N1C(=NC(=C1)C(F)(F)F)C=1N=CC(=NC1)CNC 1-(5-(1-isopropyl-4-(trifluoromethyl)-1H-imidazol-2-yl)pyrazin-2-yl)-N-methylmethanamine